1,2,3-tribenzylbenzene C(C1=CC=CC=C1)C1=C(C(=CC=C1)CC1=CC=CC=C1)CC1=CC=CC=C1